FC1(C[C@@H](N(C1)[C@@H]1COCC1)C(=O)NC=1C=CC=C2C(=CNC12)C1=NC(=NC=C1C)NC=1C(=NN(C1)C)OC)F (R)-4,4-Difluoro-N-(3-(2-((3-methoxy-1-methyl-1H-pyrazol-4-yl)amino)-5-methylpyrimidine-4-yl)-1H-indol-7-yl)-1-((S)-tetrahydrofuran-3-yl)pyrrolidine-2-carboxamide